1,1,1-trifluoro-2,2-dichloroethane FC(C(Cl)Cl)(F)F